FC1=C(C=O)C=CC(=C1)C1=NOC(=N1)C(F)(F)F 2-fluoro-4-[5-(trifluoromethyl)-1,2,4-oxadiazol-3-yl]benzaldehyde